(1R)-alpha-pinene [C@@H]12C(=CCC(C1(C)C)C2)C